deoxy-fluoro-glucose FC(=O)C[C@@H](O)[C@H](O)[C@H](O)CO